tin tetrafluoroborate F[B-](F)(F)F.[Sn+4].F[B-](F)(F)F.F[B-](F)(F)F.F[B-](F)(F)F